FC(CN1C(=NC2=NC=C(C=C21)C2=CNC=1N=C(N=C(C12)OC)NC1CCC(CC1)(O)CC)C)F (1s,4s)-4-((5-(1-(2,2-difluoroethyl)-2-methyl-1H-imidazo[4,5-b]pyridin-6-yl)-4-methoxy-7H-pyrrolo[2,3-d]pyrimidin-2-yl)amino)-1-ethylcyclohexan-1-ol